C(C)N1C=NC2=C1N=NC=C2C2=CC(=C(C=C2)F)C=2C(=NC=1N(C2)C=CN1)OC 7-Ethyl-4-(4-fluoro-3-(7-methoxyimidazo[1,2-a]pyrimidin-6-yl)phenyl)-7H-imidazo[4,5-c]pyridazine